biindanamide C1(CCC2=CC=CC=C12)(C1CCC2=CC=CC=C12)C(=O)N